zirconium oxysulfid O=S.[Zr]